CC(C)(CC(C)(NC=1C2=C(N=C(N1)C=1C(=NNC1)C)C=NC=C2)C)O 2,4-dimethyl-4-{[2-(3-methyl-1H-pyrazol-4-yl)pyrido[3,4-d]pyrimidin-4-yl]amino}pent-an-2-ol